3-benzyloxy-N-(4-methoxybenzyl)-4-oxo-4H-pyran-2-carboxamide C(C1=CC=CC=C1)OC1=C(OC=CC1=O)C(=O)NCC1=CC=C(C=C1)OC